S1C=CC(NC2=C1C=CC=C2)=O 1,5-benzothiazepin-4(5H)one